CC1=C(C=CC(=C1)[N+](=O)[O-])N1N=CC(=C1)C1=C2C(=NC=C1)NC=C2 4-[1-(2-methyl-4-nitrophenyl)-1H-pyrazol-4-yl]-1H-pyrrolo[2,3-b]pyridine